(2S)-butanoic acid C(CCC)(=O)O